4-(6-bromo-4-methyl-2,3-dioxo-3,4-dihydroquinoxalin-1(2H)-yl)piperidine BrC=1C=C2N(C(C(N(C2=CC1)C1CCNCC1)=O)=O)C